9,10-difluoro-6-({[(3S)-1-(6-aminopyridin-3-yl)hexahydropyridin-3-yl][(4-fluoro-3,5-dimethylphenyl)methyl]amino}methyl)-3,7-dihydro-2H-[1,4]oxazino[2,3,4-ij]quinolin-7-one FC=1C=C2C(C(=CN3C2=C(C1F)OCC3)CN(CC3=CC(=C(C(=C3)C)F)C)[C@@H]3CN(CCC3)C=3C=NC(=CC3)N)=O